C2-([2-chloro-5H,6H,7H-cyclopenta[d]pyrimidin-4-yl](methyl)amino)-N-(3-fluorophenyl)acetamide ClC=1N=C(C2=C(N1)CCC2)N(CC(=O)NC2=CC(=CC=C2)F)C